[Li+].C(C)(=O)NNC(=O)[C@H]1N2C(N([C@H](C=C1C)C2)OC(C(=O)[O-])F)=O 2-(((2S,5R)-2-(2-acetylhydrazinecarbonyl)-3-methyl-7-oxo-1,6-diazabicyclo[3.2.1]oct-3-en-6-yl)oxy)-2-fluoroacetic acid lithium salt